FC(C1=CC(=CC=2B(OCC21)O)C(=O)OC2=C(C(=C(C(=C2F)F)F)F)F)F perfluorophenyl 4-(difluoromethyl)-1-hydroxy-1,3-dihydrobenzo[c][1,2]oxaborole-6-carboxylate